CC1=C(C=C(C=C1)O)C1=NC=CC(=N1)NC1=NC(=NC=C1)NC1=CC=C(C=C1)N1CCC(CC1)N1CCN(CC1)C 4-methyl-3-[4-[[2-[4-[4-(4-methylpiperazin-1-yl)-1-piperidyl]anilino]pyrimidin-4-yl]amino]pyrimidin-2-yl]phenol